4-(difluoromethyl)-N-[4-fluoro-5-(1-pyrimidin-2-yl-3,6-dihydro-2H-pyridin-5-yl)-2-[rac-(3R,5S)-3,4,5-trimethylpiperazin-1-yl]phenyl]-6-oxo-1H-pyridine-3-carboxamide FC(C=1C(=CNC(C1)=O)C(=O)NC1=C(C=C(C(=C1)C1=CCCN(C1)C1=NC=CC=N1)F)N1C[C@H](N([C@H](C1)C)C)C)F |r|